4-chloro-N-(2-(10,11-dihydro-5H-dibenzo[a,d][7]annulen-5-yl)tetrahydro-2H-pyran-4-yl)benzenesulfonamide ClC1=CC=C(C=C1)S(=O)(=O)NC1CC(OCC1)C1C2=C(CCC3=C1C=CC=C3)C=CC=C2